C(N)(=O)C1=CC=C(C=C1)C(C(=O)OC)(C)C methyl 2-(4-carbamoylphenyl)-2-methylpropionate